COC1=NC2=CC(=CC(=C2N=C1)C=1SC2=C(N1)C=CC1=C2CC(O1)C(=O)[O-])C 2-(2-methoxy-7-methylquinoxalin-5-yl)-7,8-dihydrobenzofuro[5,4-d]thiazole-7-carboxylate